ClC=1C=C(N)C=C(C1OC=1N=NC(=C(C1)C(CC)OC1OCCCC1)Cl)Cl 3,5-dichloro-4-((6-chloro-5-(1-((tetrahydro-2H-pyran-2-yl)oxy)propyl)pyridazin-3-yl)oxy)aniline